Cl.CN(CC1=C(C=CC=C1)N1C[C@H](CC1)OC1=NC=C(C=C1)C(F)(F)F)C (S)-N,N-dimethyl-1-(2-(3-(5-(trifluoromethyl)pyridin-2-yloxy)pyrrolidin-1-yl)phenyl)methanamine hydrochloride